FC(C(=O)NC[C@@H]1[C@@H]([C@@H]2CC[C@H]([C@@H]3CC[C@]4(OO[C@]32[C@H](O1)O4)C)C)C)F 2,2-difluoro-N-{[(3R,5aS,6R,8aS,9R,10S,12R,12aR)-3,6,9-trimethyldecahydro-12H-3,12-epoxypyrano[4,3-j][1,2]benzodioxepin-10-yl]methyl}acetamide